3,6,9,12,15,18-hexaoxaicosane-1,20-diamine C(COCCOCCOCCOCCOCCOCCN)N